L-3-thienylalanine S1C=C(C=C1)N[C@@H](C)C(=O)O